N-[1-(3-chloro-5-fluoropyridin-2-yl)ethyl]-2-methylpropane-2-sulfinamide ClC=1C(=NC=C(C1)F)C(C)NS(=O)C(C)(C)C